2-amino-6-borono-2-(2-(4-(hydroxymethyl)piperidin-1-yl)ethyl)hexanoic acid NC(C(=O)O)(CCCCB(O)O)CCN1CCC(CC1)CO